2-fluoro-N-[2-[3-(methylsulfamoyl)phenyl]thieno[3,2-c]pyridin-4-yl]-4-(1-methyltriazol-4-yl)-N-[(3R)-3-piperidyl]benzamide FC1=C(C(=O)N([C@H]2CNCCC2)C2=NC=CC3=C2C=C(S3)C3=CC(=CC=C3)S(NC)(=O)=O)C=CC(=C1)C=1N=NN(C1)C